N-(2-(2-methoxy-phenyl)-3-phenyl-quinolin-6-yl)-4-oxohexan-amide COC1=C(C=CC=C1)C1=NC2=CC=C(C=C2C=C1C1=CC=CC=C1)NC(CCC(CC)=O)=O